15,16-dimethyldinaphtho[1,2-f:2',1'-h]quinoxaline CC1N(C2=C3C(=C4C(=C2N=C1)C1=CC=CC=C1C=C4)C=CC=4C=CC=CC43)C